O1CN=NC=C1 1,3,4-oxadiazine